2-(4-(5-chloro-2-(4-chloro-1H-1,2,3-triazol-1-yl)phenyl)-2,5-dioxapiperazin-1-yl)-3-(4-fluorophenyl)-N-(2-(methyl-d3)-2H-indazol-5-yl)propanamide ClC=1C=CC(=C(C1)N1CON(CO1)C(C(=O)NC1=CC2=CN(N=C2C=C1)C([2H])([2H])[2H])CC1=CC=C(C=C1)F)N1N=NC(=C1)Cl